4-(1-imidazo[1,2-a]pyridin-7-yl-1-methyl-ethyl)morpholine N=1C=CN2C1C=C(C=C2)C(C)(C)N2CCOCC2